3-carbonyl-4-(2,4,5-Trifluorophenyl)-butyric acid isopropyl ester C(C)(C)OC(CC(CC1=C(C=C(C(=C1)F)F)F)=C=O)=O